N-Boc-N-2,2-dimethoxyethylglycine C(=O)(OC(C)(C)C)N(CC(=O)O)CC(OC)OC